N[C@@H](C(=O)O)CNC(=N)N (2R)-2-amino-3-carbamimidamido-propanoic acid